2-(benzofuran-6-yloxy)ethan-1-ol O1C=CC2=C1C=C(C=C2)OCCO